1-isopentyl-2-(methoxymethylene)cyclohexane C(CC(C)C)C1C(CCCC1)=COC